(R)-N-((S)-1-(((R)-2-amino-6,7-dihydro-5H-cyclopenta[b]pyridin-5-yl)amino)-1-oxopropan-2-yl)-4-(4-chlorophenyl)-1,2,5,6-tetrahydropyridine-2-carboxamide NC1=CC=C2C(=N1)CC[C@H]2NC([C@H](C)NC(=O)[C@@H]2NCCC(=C2)C2=CC=C(C=C2)Cl)=O